benzindolone N=1C(C=C2C=CC3=C(C12)C=CC=C3)=O